3-Methoxy-6-azabicyclo[3.1.1]heptane COC1CC2NC(C1)C2